COC1=C(OC2=CC(=C(C(=C2C1=O)O)OC)OC)C1=CC(=C(C=C1)OC)O 3,6,7,4'-tetramethoxy-5,3'-dihydroxyflavone